3-(2,2,2-Trifluoroethoxy)pyridine 1-oxide FC(COC=1C=[N+](C=CC1)[O-])(F)F